C(C)(=O)N1C=CC2=CC(=C(C=C12)O)O N-acetyl-5,6-dihydroxyindole